4-(1,4-dimethyl-1H-pyrazol-5-yl)-5-fluoro-2-(piperazin-1-yl)pyrimidine trifluoroacetate FC(C(=O)O)(F)F.CN1N=CC(=C1C1=NC(=NC=C1F)N1CCNCC1)C